C(=C)C1=CC=C(C=C1)CCC[Si](OC)(OC)OC 3-(4-vinylphenyl)propyl-trimethoxysilane